NCC1=C2CN(C(C2=CC(=C1)Cl)=O)C1C(NC(CC1)=O)=O 3-(4-(aminomethyl)-6-chloro-1-oxoisoindolin-2-yl)piperidine-2,6-dione